3-((1-butyl-1H-tetrazol-5-yl)(4-phenylpiperazin-1-yl)methyl)phenol C(CCC)N1N=NN=C1C(C=1C=C(C=CC1)O)N1CCN(CC1)C1=CC=CC=C1